C(C)(C)(C)OC(N[C@H](C(=O)NC=1C(N(C=CC1)CC=1SC2=C(N1)C=CC=C2OCC2=C(C=C(C=C2)F)F)=O)CC\C=C\C(=O)N)=O tert-Butyl-(S,E)-(7-amino-1-((1-((7-((2,4-difluorobenzyl)oxy)benzo[d]thiazol-2-yl)methyl)-2-oxo-1,2-dihydropyridin-3-yl)amino)-1,7-dioxohept-5-en-2-yl)carbamat